1-(tert-butylthio)-3-(3,6-dichloro-9H-carbazol-9-yl)propan-2-ol C(C)(C)(C)SCC(CN1C2=CC=C(C=C2C=2C=C(C=CC12)Cl)Cl)O